dibenzyl diazomalonate [N+](=[N-])=C(C(=O)OCC1=CC=CC=C1)C(=O)OCC1=CC=CC=C1